ClC1=C(C(=CC=C1)Cl)N1N=C(C(=N1)C(=O)N)NC1=NC=C(C=C1)C(=O)N1CCC(CC1)N(C)C 2-(2,6-dichlorophenyl)-5-((5-(4-(dimethylamino)piperidine-1-carbonyl)pyridin-2-yl)amino)-2H-1,2,3-triazole-4-carboxamide